tert-Butyl 2-(2-(isopropylamino)-6-oxo-5-(((1-phenylcyclobutyl)methyl)amino)-pyrimidin-1(6H)-yl)acetate C(C)(C)NC=1N(C(C(=CN1)NCC1(CCC1)C1=CC=CC=C1)=O)CC(=O)OC(C)(C)C